CN(C=1N=CC2=C(N1)C(=NN2)C)C2CCOCC2 N,3-Dimethyl-N-(tetrahydro-2H-pyran-4-yl)-1H-pyrazolo[4,3-d]pyrimidin-5-amine